ClC1=C(C=CC=C1)C1=NC=2N(C(N(C(C2N1C1=CC=C(C=C1)Cl)=O)C(C(=O)OCC)C)=O)COCC[Si](C)(C)C Ethyl 2-[8-(2-chlorophenyl)-7-(4-chlorophenyl)-2,6-dioxo-3-[[2-(trimethylsilyl)ethoxy]methyl]purin-1-yl]propanoate